(3S,4S)-1-(5-(7-(1-methyl-1H-pyrazol-4-yl)-1,6-naphthyridin-5-yl)pyridin-2-yl)-4-(pyridin-2-yloxy)pyrrolidin-3-amine CN1N=CC(=C1)C1=NC(=C2C=CC=NC2=C1)C=1C=CC(=NC1)N1C[C@@H]([C@H](C1)OC1=NC=CC=C1)N